O,O'-dibenzoyl-L-tartaric acid C(C1=CC=CC=C1)(=O)OC([C@H](O)[C@@H](O)C(=O)OC(C1=CC=CC=C1)=O)=O